FC(CCS(=O)(=O)N(CC1=CC=C(C=C1)OC)CC1=CC=C(C=C1)OC)(F)F 3,3,3-TRIFLUORO-N,N-BIS(4-METHOXYBENZYL)PROPANE-1-SULFONAMIDE